3-bromo-2-(bromomethyl)propanoic acid BrCC(C(=O)O)CBr